(S)-methyl (4-(difluoromethyl)-5-((2-hydroxy-2,4-dimethylpentyl)oxy)-[2,4'-bipyridin]-2'-yl)carbamate FC(C1=CC(=NC=C1OC[C@@](CC(C)C)(C)O)C1=CC(=NC=C1)NC(OC)=O)F